ethyl 6-[4-(3-acetyl-2-pyridyl)piperazin-1-yl]-2-azaspiro[3.4]octane-2-carboxylate C(C)(=O)C=1C(=NC=CC1)N1CCN(CC1)C1CC2(CN(C2)C(=O)OCC)CC1